(E)-N-(2-(2,4-Dihydroxy-5-methylbenzoyl)isoindolin-4-yl)-4-(dimethylamino)-N-(2-hydroxyethyl)but-2-enamide OC1=C(C(=O)N2CC3=CC=CC(=C3C2)N(C(\C=C\CN(C)C)=O)CCO)C=C(C(=C1)O)C